1-(2-(4-(3-(4,5-Dihydropyrrolo[1,2-a]quinoxalin-4-yl)pyridin-2-yl)piperazin-1-yl)ethyl)pyrrolidin-2-one C1=CC=C2N1C1=CC=CC=C1NC2C=2C(=NC=CC2)N2CCN(CC2)CCN2C(CCC2)=O